4-((3-(6-(pyridin-4-ylamino)-1H-benzo[d]imidazol-2-yl)phenyl)amino)quinoline-6-carbonitrile N1=CC=C(C=C1)NC=1C=CC2=C(NC(=N2)C=2C=C(C=CC2)NC2=CC=NC3=CC=C(C=C23)C#N)C1